C(=CCC)C1C(=O)NC(C1)=O butenyl-succinic acid imide